1H-benzo[h]quinolin-2-one N1C(C=CC2=CC=C3C(=C12)C=CC=C3)=O